3-[(6-chloro-5-ethyl-pyridazin-3-yl)amino]piperidine ClC1=C(C=C(N=N1)NC1CNCCC1)CC